[Lu].ClC=1C(=NC(=NC1)NC=1C=NN(C1)C[C@@H](C)O)N1C[C@@]2(CNC[C@@]2(C1)C)C (R)-1-(4-((5-chloro-4-((3aR,6aS)-3a,6a-dimethylhexahydropyrrolo[3,4-c]pyrrol-2(1H)-yl)pyrimidin-2-yl)amino)-1H-pyrazol-1-yl)propan-2-ol lutetium